ClC=1C=C(\C=N\C(C(=O)O)C(C)C)C=C(C1OC(\C=C\C1=CC=CC=C1)=O)OC 2-((E)-((E)-3-chloro-4-(cinnamoyloxy)-5-methoxybenzylidene)amino)-3-methylbutanoic acid